C(C)(C)C(CO)(CO)CCCC(C)C 2-isopropyl-2-(4-methylpentyl)propane-1,3-diol